FC1=CC=C(C=C1)C1(CCN(CC1)C1=NC(=CN=C1)C1=CC=C(C=C1)OC)O 4-(4-fluorophenyl)-1-(6-(4-methoxyphenyl)pyrazin-2-yl)piperidin-4-ol